6-methyl-N3-[4-(methylsulfonyl)benzyl]-N5-morpholin-4-yl-2-oxo-1-[3-(trifluoromethyl)phenyl]-1,2-dihydropyridine-3,5-dicarboxamide CC1=C(C=C(C(N1C1=CC(=CC=C1)C(F)(F)F)=O)C(=O)NCC1=CC=C(C=C1)S(=O)(=O)C)C(=O)NN1CCOCC1